5-(N-(2-(4-(cyclopentanecarbonyl)piperazin-1-yl)phenyl)-N-phenethylsulfamoyl)-3-methylbenzofuran-2-carboxylic acid C1(CCCC1)C(=O)N1CCN(CC1)C1=C(C=CC=C1)N(S(=O)(=O)C=1C=CC2=C(C(=C(O2)C(=O)O)C)C1)CCC1=CC=CC=C1